CC1=C(C=2N(C=C1C1=C(C=3N=C(SC3N1)C1CCN(CC1)CCS(=O)(=O)C)C(C)C)N=CN2)C 5-(7,8-Dimethyl-[1,2,4]triazolo[1,5-a]pyridin-6-yl)-6-isopropyl-2-(1-(2-(methylsulfonyl)ethyl)piperidin-4-yl)-4H-pyrrolo[3,2-d]thiazole